ClC1=C(C=C(C=C1)CC(=O)NC1CN(C1)C1=CC(=C(C=C1)C1C(NC(CC1)=O)=O)Cl)C 2-(4-chloro-3-methylphenyl)-N-(1-(3-chloro-4-(2,6-dioxopiperidin-3-yl)phenyl)azetidin-3-yl)acetamide